OC(CN1N=CC(=C1)C=1C=CC2=C(N(C(CC(=C2)C=2OC(=CN2)C)=O)CC2=CC=C(C=C2)OC([2H])([2H])[2H])C1)(C)C 8-(1-(2-Hydroxy-2-methylpropyl)-1H-pyrazol-4-yl)-1-(4-(methoxy-d3)benzyl)-4-(5-methyloxazol-2-yl)-1,3-dihydro-2H-benzo[b]azepin-2-one